(S)-5-((1-(tert-butoxycarbonyl)azetidin-2-yl)methoxy)-2-methyl-4-nitrobenzoic acid C(C)(C)(C)OC(=O)N1[C@@H](CC1)COC=1C(=CC(=C(C(=O)O)C1)C)[N+](=O)[O-]